(3R)-3-[(6-chloro-4-ethyl-pyridazin-3-yl)amino]piperidine-1-carboxylic acid tert-butyl ester C(C)(C)(C)OC(=O)N1C[C@@H](CCC1)NC=1N=NC(=CC1CC)Cl